(+/-)-N5-Cyclopropyl-N7-methyl-3-(pyridin-3-yl)-2,3-dihydrobenzofuran-5,7-dicarboxamide C1(CC1)NC(=O)C=1C=C(C2=C([C@H](CO2)C=2C=NC=CC2)C1)C(=O)NC |r|